1,3-bis(heptanoyloxy)propan-2-yl heptanoate C(CCCCCC)(=O)OC(COC(CCCCCC)=O)COC(CCCCCC)=O